3,5-dibenzoyl-2-deoxy-2-fluoro-2-methyl-D-ribonic acid C(C1=CC=CC=C1)(=O)[C@@]([C@@](C(=O)O)(C)F)(O)[C@H](O)C(O)C(C1=CC=CC=C1)=O